FC1CC(NC1)C=1C(=NN(C1)C)OC 4-(4-fluoropyrrolidin-2-yl)-3-methoxy-1-methyl-1H-pyrazole